OC1=C(C(=CC(=C1)C(F)(F)F)C)C1=CC=C(N=N1)N1C[C@@H](OCC1)CC#N 2-[(2S)-4-[6-[2-hydroxy-6-methyl-4-(trifluoromethyl)phenyl]pyridazin-3-yl]morpholin-2-yl]acetonitrile